[Cr].[Mg].[Cr].C(C1=CC=CC=C1)N1CCC(CC1)S(=O)(=O)N1CCC(CC1)NC(C1=C(C=CC=C1)N(S(=O)(=O)C)C)=O Benzyl-4-[[4-[[2-[methyl(methylsulfonyl)amino]benzoyl]amino]-1-piperidyl]sulfonyl]piperidine chromium-magnesium-chromium